FC1=C(C(=CC(=C1)F)OCCOC)C1=C2C(=C(N=C1OC)C=1C=C3C=NN(C3=CC1)C)SC=C2 4-[2,4-difluoro-6-(2-methoxyethoxy)phenyl]-5-methoxy-7-(1-methylindazol-5-yl)thieno[2,3-c]pyridine